C(C)(C)C1=C(C=CC=C1)C1=NC=C2NC(N(C2=N1)CC1=CC=C(C=C1)C=1OC=CN1)=O 2-(2-isopropylphenyl)-9-(4-(oxazol-2-yl)benzyl)-7,9-dihydro-8H-purin-8-one